NC=1C=C(C=C2C=CN=NC12)C=1C=NC=C(C1C)N 8-Amino-6-(5-amino-4-methylpyridin-3-yl)cinnolin